7-bromo-1H-pyrrolo[3,2-c]Pyridine BrC=1C2=C(C=NC1)C=CN2